C(C)C1(OC(OC1=C)=O)CC 4,4-diethyl-5-methylene-1,3-dioxolan-2-one